6-Butoxy-N-phenylnaphthalen-2-amine C(CCC)OC=1C=C2C=CC(=CC2=CC1)NC1=CC=CC=C1